3-(5-amino-2-(1-phenylcyclopropyl)-[1,2,4]triazolo[1,5-c]pyrimidin-7-yl)benzonitrile NC1=NC(=CC=2N1N=C(N2)C2(CC2)C2=CC=CC=C2)C=2C=C(C#N)C=CC2